4-(5-[(4-methoxyphenyl)ethynyl]thiophen-2-ylmethyl)-2,4-dihydro-3H-1,2,4-triazol-3-one hydrochloride Cl.COC1=CC=C(C=C1)C#CC1=CC=C(S1)CN1C(NN=C1)=O